2-methyl-3-((3-methyl-4-nitro-1H-pyrazol-5-yl)oxy)propan-1-ol CC(CO)COC1=C(C(=NN1)C)[N+](=O)[O-]